C1(CC1)CN([C@@H]1CC[C@H](CC1)N(C1=C(C(N(C=2C=CC(=NC12)C#N)C)=O)C#N)C)C1=CC=C(C=C1)F trans-8-((4-((cyclopropylmethyl)(4-fluorophenyl)amino)cyclohexyl)(methyl)amino)-5-methyl-6-oxo-5,6-dihydro-1,5-naphthyridine-2,7-dicarbonitrile